(S)-(2,2-difluorotetrahydro-1H-pyrrolizin-7a(5H)-yl)methanol FC1(C[C@@]2(CCCN2C1)CO)F